[I-].[Mn+2].[I-] manganous iodide